2-methylsulfonyl-4-trifluoromethyl-benzoic acid CS(=O)(=O)C1=C(C(=O)O)C=CC(=C1)C(F)(F)F